N-(6-((4-(aminomethyl)-1H-pyrazol-1-yl)methyl)-4-methoxybenzo[d]isoxazol-3-yl)-1-cyclohexylmethanesulfonamide NCC=1C=NN(C1)CC1=CC2=C(C(=NO2)NS(=O)(=O)CC2CCCCC2)C(=C1)OC